O[C@@H]1CNCCCC1 (3S)-3-hydroxyazepane